ClC1=C(C=C(OCCCN2C(=CC(=C2)N(C2=CC(=CC=C2)CC)CC2=CC(=CC=C2)Cl)C(=O)O)C=C1C)C 1-(3-(4-chloro-3,5-dimethylphenoxy)propyl)-4-((3-chlorobenzyl)(3-ethylphenyl)amino)-1H-pyrrole-2-carboxylic acid